Cl.NCC1CCN(CC1)C(=O)C1=C(C=C(C=C1)NC=1C=2N(C=CN1)C(=CN2)C2=CC=C(C=C2)OC(F)F)Br (4-(amino-methyl)piperidin-1-yl)(2-bromo-4-((3-(4-(di-fluoromethoxy)phenyl)imidazo[1,2-a]pyrazin-8-yl)amino)phenyl)methanone hydrochloride